CC1([C@@H](C2=CC=CC=C2CC1)NC1=C(C(C1=O)=O)NC1=C(C(=NC=C1)C(=O)N(C)C)O)C (S)-4-((2-((2,2-dimethyl-1,2,3,4-tetrahydronaphthalen-1-yl)amino)-3,4-dioxocyclobut-1-en-1-yl)amino)-3-hydroxy-N,N-dimethylpicolinamide